tert-butyl 4-(6-((2-amino-2-oxo-1-phenylethyl) thio)-3,5-dicyano-4-cyclopropylpyridin-2-yl)-1,4-diazepan-1-carboxylate NC(C(C1=CC=CC=C1)SC1=C(C(=C(C(=N1)N1CCN(CCC1)C(=O)OC(C)(C)C)C#N)C1CC1)C#N)=O